COC1=CC=C(CN(C2=NC=NN3C2=NC=C3C=3C=NN(C3)C=3C(=CC(=C(C3)NC(C3=CC(=CC=C3)C(F)F)=O)F)C)CC3=CC=C(C=C3)OC)C=C1 N-(5-(4-(4-(bis(4-methoxybenzyl)amino)imidazo[2,1-f][1,2,4]triazin-7-yl)-1H-pyrazol-1-yl)-2-fluoro-4-methylphenyl)-3-(difluoromethyl)benzamide